FC1([C@@H]([C@@H](N(C1)C(C(C)C)=O)CC=1C(=C(C=CC1)C1=C(C=CC(=C1)F)F)F)NS(=O)(=O)CC)F N-{(2S,3R)-4,4-difluoro-1-(2-methylpropanoyl)-2-[(2,2',5'-trifluoro[1,1'-biphenyl]-3-yl)methyl]pyrrolidin-3-yl}ethanesulfonamide